N-(4-(N-tert-butylsulfamoyl)phenyl)-2-(4-fluorobenzamido)-2,3-dihydro-1H-indene-2-carboxamide C(C)(C)(C)NS(=O)(=O)C1=CC=C(C=C1)NC(=O)C1(CC2=CC=CC=C2C1)NC(C1=CC=C(C=C1)F)=O